Cl.NCC(CO)C 3-amino-2-methyl-1-propanol hydrochloride